(±)-trans-N-(6,8-dichloro-2,7-naphthyridin-3-yl)-2-(3-pyridyl)cyclopropane ClC=1C=C2C=C(N=CC2=C(N1)Cl)N1CC(=CC=C1)C1CC1